7-(4-(4-(benzo[b]thiophen-4-yl)piperazin-1-yl)butoxy)quinolin-2-yl palmitate C(CCCCCCCCCCCCCCC)(=O)OC1=NC2=CC(=CC=C2C=C1)OCCCCN1CCN(CC1)C1=CC=CC=2SC=CC21